1-(tert-butyl) 2-methyl (2S,3R,4R)-3-allyl-4-(diethylamino)pyrrolidine-1,2-dicarboxylate C(C=C)[C@H]1[C@H](N(C[C@@H]1N(CC)CC)C(=O)OC(C)(C)C)C(=O)OC